3-({5-chloro-4-[2-(3,5-difluorophenyl)tetrahydropyrrol-1-yl]pyrimidin-2-yl}amino)-N-(piperidin-3-yl)Benzamide 2,4-dinitrobenzenesulfinate [N+](=O)([O-])C1=C(C=CC(=C1)[N+](=O)[O-])S(=O)O.ClC=1C(=NC(=NC1)NC=1C=C(C(=O)NC2CNCCC2)C=CC1)N1C(CCC1)C1=CC(=CC(=C1)F)F